Trans-3-(2-chloro-5-(2,2-dichloro-3-(3,5-dichlorophenyl) cyclopropane-1-carboxamido) benzoylamino)-2,6-difluorophenyl acetate C(C)(=O)OC1=C(C(=CC=C1F)NC(C1=C(C=CC(=C1)NC(=O)[C@@H]1C([C@H]1C1=CC(=CC(=C1)Cl)Cl)(Cl)Cl)Cl)=O)F